COC(OC1=CC(=CC=C1O)\C=C\C(=O)CC(=O)\C=C\C1=CC=C(O)C(OC)=C1)OC bis-methoxycurcumin